C(C)(C)(C)OC(N[C@H]1[C@@H](CN(CC1)C1CCCC1)C(N(C)C)=O)=O |r| rac-((3R*,4R*)-1-Cyclopentyl-3-dimethylcarbamoyl-piperidin-4-yl)-carbamic Acid Tert-Butyl Ester